C1C=CC=2OC3=C(C21)C=CC=C3 1H-cyclopenta[b]benzofuran